FC(C(=O)O)(F)F.FC1=CC(=C2CCN(C2=C1)C=1C=C(C=2N(N1)C(=CN2)C(=O)N[C@H]2[C@@H](CC2)OC)NC)C2=NC=C(C=C2F)C=O 6-(6-Fluoro-4-(3-fluoro-5-formylpyridin-2-yl)indolin-1-yl)-N-((1R,2R)-2-methoxycyclobutyl)-8-(methylamino)imidazo[1,2-b]pyridazine-3-carboxamide trifluoroacetate